COCOC=1C(=CC2=CN(N=C2C1C)C)C=1C=CC=2C(=NC=C(N2)N2CC(N(CC2)C(=O)OC(C)(C)C)C)N1 tert-butyl 4-{6-[6-(methoxymethoxy)-2,7-dimethylindazol-5-yl]pyrido[2,3-b]pyrazin-2-yl}-2-methylpiperazine-1-carboxylate